ethyl-nitroso-urea C(C)N(C(=O)N)N=O